8-chloro-N-(4-(1,1,1-trifluoro-2-methylpropan-2-yl)phenyl)quinolin-2-amine ClC=1C=CC=C2C=CC(=NC12)NC1=CC=C(C=C1)C(C(F)(F)F)(C)C